Ethyl(2,4,6-trimethylbenzoyl)phenylphosphinate C(C)OP(=O)(C1=CC=CC=C1)C(C1=C(C=C(C=C1C)C)C)=O